1,3-Bis(4-aminophenyl)hexafluoropropane NC1=CC=C(C=C1)C(C(C(C1=CC=C(C=C1)N)(F)F)(F)F)(F)F